O=C[C@@H](O)C(CO)(O)CO L-Apiose